(1R,2S)-cis-2-Isopropenyl-1-methylcyclobutaneethanol C(=C)(C)[C@H]1[C@](CC1)(CCO)C